(E)-5-(2,6-dimethoxy-4-(2-(2-methylbiphenyl-3-yl)vinyl)benzylamino)-2-hydroxybenzoic acid COC1=C(CNC=2C=CC(=C(C(=O)O)C2)O)C(=CC(=C1)\C=C\C=1C(=C(C=CC1)C1=CC=CC=C1)C)OC